(S)-2-((fluorenylmethoxycarbonyl)amino)-3-(4-(4-(2-ethoxyethyl)-2-oxopiperazin-1-yl)phenyl)propanoic acid tert-butyl ester C(C)(C)(C)OC([C@H](CC1=CC=C(C=C1)N1C(CN(CC1)CCOCC)=O)NC(=O)OCC1=CC=CC=2C3=CC=CC=C3CC12)=O